di-methyl-2-ethoxymethyl-isopropyl cinnamate C(C=CC1=CC=CC=C1)(=O)OC(C(C)C)(C)COCC